BrC1=C(C(=C(NCC[C@H](CO[Si](C)(C)C(C)(C)C)O)C=C1)[N+](=O)[O-])C (2R)-4-(4-Bromo-3-methyl-2-nitro-anilino)-1-[tert-butyl(dimethyl)silyl]oxy-butan-2-ol